bis[4-(3-aminophenoxy) phenyl] sulfide NC=1C=C(OC2=CC=C(C=C2)SC2=CC=C(C=C2)OC2=CC(=CC=C2)N)C=CC1